(morpholinomethyl)-2,3-dihydro-1,4-benzodiazepin-5-one O1CCN(CC1)CC1NC2=C(C(NC1)=O)C=CC=C2